(S)-6-(1-amino-1,3-dihydro-spiro[inden-2,4'-piperidin]-1'-yl)-3-(1-phenylvinyl)-1,5-dihydro-4H-pyrazolo[3,4-d]pyrimidin-4-one N[C@@H]1C2=CC=CC=C2CC12CCN(CC2)C=2NC(C1=C(N2)NN=C1C(=C)C1=CC=CC=C1)=O